C(C)N1C(NC2=C(C1=O)SC(=C2)CN2CC(N(CC2)C=2C=CC(=NC2C)C(=O)NC)=O)=O 5-[4-({3-ethyl-2,4-dioxo-1H-thieno[3,2-d]pyrimidin-6-yl}methyl)-2-oxopiperazin-1-yl]-N,6-dimethylpyridine-2-carboxamide